F[B-](F)(F)F.N1N=NC2=C1C=CC=C2OC(N(C)C)=[N+](C)C O-benzotriazolyltetramethyl-isouronium tetrafluoroborate